CNC(=O)C1=CC=C(C=N1)N1N=C2C(=C1)CN(C2)CC2=NN1C(C(NC3=C(C=CC=C13)F)=O)=C2F ((2-(6-(methylcarbamoyl)pyridin-3-yl)-2,6-dihydropyrrolo[3,4-c]pyrazol-5(4H)-yl)methyl)-3,6-difluoropyrazolo[1,5-a]quinoxalin-4(5H)-one